ClC1=CC(=C(C=C1)C1=CC=C2CN(C(C2=C1)=O)C1=NC(=CC(=C1)C(C)NCC1CCC1)Cl)C1=NN=CN1C 6-(4-Chloro-2-(4-methyl-4H-1,2,4-triazol-3-yl)phenyl)-2-(6-chloro-4-(1-((cyclobutylmethyl)amino)ethyl)pyridin-2-yl)isoindolin-1-one